FC1(C(C1)C(=O)NC1=NC=C2C=C(C=3N(C2=C1)C=C(N3)C(F)(F)F)C=3C=NC(=CC3C)C(CC)O)F 2,2-Difluoro-N-(4-(6-(1-hydroxypropyl)-4-methylpyridin-3-yl)-2-(trifluoromethyl)imidazo[1,2-a][1,6]naphthyridin-8-yl)cyclopropane-1-carboxamide